NC=1C(NC2=C3C=CC=NC3=C(C=C2C1C1=C2C=NNC2=C(C=C1)F)C1CCCC1)=O 3-Amino-6-cyclopentyl-4-(7-fluoro-1H-indazol-4-yl)-1H-1,7-phenanthrolin-2-one